FC(CC=1C=C2C=NNC2=CC1OCC1=NOC=C1)(F)F 3-(((5-(2,2,2-trifluoroethyl)-1H-indazol-6-yl)oxy)methyl)isoxazole